C(CCC)N1C(N(C=C1)C)C 1-n-butyl-2,3-dimethyl-imidazole